BrC1=NN(C=N1)C1CC1 3-bromo-1-cyclopropyl-1H-1,2,4-triazole